((5-(4-amino-7-isopropylimidazo[5,1-f][1,2,4]triazin-5-yl)bicyclo[4.2.0]oct-1,3,5-trien-2-yl)methyl)-5-fluoro-2-methoxybenzamide NC1=NC=NN2C1=C(N=C2C(C)C)C=2C=CC(=C1CCC21)CC=2C(=C(C(=O)N)C=C(C2)F)OC